FC(C1(CC1)CCOC=1C=NN(C1)C(=O)OC(C)(C)C)(F)F tert-Butyl 4-[2-[1-(trifluoromethyl)cyclopropyl]ethoxy]pyrazole-1-carboxylate